FC1=C2C(N(C=NC2=CC(=C1)C=1C=C(C=2N(C1)C=C(N2)C)F)C=2CCNCC2)=O 5-fluoro-7-{8-fluoro-2-methylimidazo[1,2-a]pyridin-6-yl}-3-(1,2,3,6-tetrahydropyridin-4-yl)quinazolin-4-one